ClC1=CC2=C(N=N1)NCC2 chloro-5H,6H,7H-pyrrolo[2,3-c]pyridazine